C(CCC)[C@@H]1N([C@H](C2=CC=C(C=C2C1)OC)C1=CC=C(C=C1)C(N/C(/C)=N/O)=O)C(=O)OC(C)(C)C tert-butyl (1S,3S)-3-butyl-1-(4-(((E)-1-(hydroxyimino)ethyl)carbamoyl)phenyl)-6-methoxy-3,4-dihydroisoquinoline-2(1H)-carboxylate